3-(1,3-dimethyl-1H-pyrazol-5-yl)-6-methoxy-5H-pyridin CN1N=C(C=C1C1=CN=C(CC1)OC)C